[3-(ethylmethylamino)propyl]ethyldimethoxysilane C(C)N(CCC[Si](OC)(OC)CC)C